CC1=C(OC=2CCC3=CN(N=C3C21)CC=2C=NC=NC2)C(=O)NC[C@H]2OCCC2 8-Methyl-2-(pyrimidin-5-ylmethyl)-N-[(2S)-tetrahydrofuran-2-ylmethyl]-4,5-dihydro-2H-furo[2,3-g]indazol-7-carboxamid